(S)-7-chloro-1-methyl-6-((6-(methylamino)pyrazolo[1,5-a]pyrazin-3-yl)oxy)-N-(3-((1-methylpyrrolidin-3-yl)oxy)-5-(trifluoromethyl)phenyl)-1H-imidazo[4,5-b]pyridin-2-amine ClC1=C2C(=NC=C1OC=1C=NN3C1C=NC(=C3)NC)N=C(N2C)NC2=CC(=CC(=C2)C(F)(F)F)O[C@@H]2CN(CC2)C